NC1=CC=C(C=N1)/C=C/C(=O)NCC=1OC2=C(C1)C=C(C=C2C2=CC=C(C=C2)C(=O)N2CCC(CC2)(F)F)C(F)(F)F (E)-3-(6-amino-pyridin-3-yl)-N-((7-(4-(4,4-difluoro-piperidine-1-carbonyl)phenyl)-5-(trifluoro-methyl)benzofuran-2-yl)methyl)acrylamide